4-O-(D-galactopyranosyl)-3,6-anhydro-α-L-galactopyranose C1([C@H](O)[C@@H](O)[C@@H](O)[C@H](O1)CO)O[C@H]1[C@@H]2[C@@H]([C@H](O)O[C@H]1CO2)O